CC=1N=C2C=NC(=NC2=NC1C)[C@@H]1C[C@@H](OCC1)C=1C=NN(C1)C1CC1 6,7-dimethyl-2-[(2R,4S)-2-(1-cyclopropylpyrazol-4-yl)tetrahydropyran-4-yl]Pteridine